COC=1C=C2N=CC(=NC2=CC1OC)SCC(=O)O 2-((6,7-Dimethoxyquinoxalin-2-yl)thio)acetic acid